FC=1C=C(C=C(C1)F)C1=NO[C@](C1)(C(=O)N[C@@H]1CO[C@@H](C1)C(N(C)C)=O)C=C (5S)-3-(3,5-difluorophenyl)-N-[cis-5-(dimethylcarbamoyl)tetrahydrofuran-3-yl]-5-vinyl-4H-isoxazole-5-carboxamide